COC(C1=CC(=C(C=C1)NC1=CC=C(C=C1)S(F)(F)(F)(F)F)C=1N=CN(C1)C)=O 3-(1-methyl-1H-imidazol-4-yl)-4-((4-(pentafluoro-λ6-sulfanyl)phenyl)amino)benzoic acid methyl ester